ClC1=NC=C(C=N1)CN1C=CC=C2C1=NC(N(C2=O)C2=CC(=C(C=C2)F)C(F)(F)F)=O 8-((2-chloropyrimidin-5-yl)methyl)-3-(4-fluoro-3-(trifluoromethyl)phenyl)pyrido[2,3-d]pyrimidine-2,4(3H,8H)-dione